(6-(aminomethyl)pyridin-3-yl)methylamine NCC1=CC=C(C=N1)CN